4-(((Z)-5-((Z)-5-nitro-2-oxoindolin-3-ylidene)-4-oxo-3-phenylthiazolidin-2-ylidene)amino)benzenesulphonamide [N+](=O)([O-])C=1C=C2/C(/C(NC2=CC1)=O)=C/1\C(N(/C(/S1)=N/C1=CC=C(C=C1)S(=O)(=O)N)C1=CC=CC=C1)=O